C(CC)(=O)OC(C)C 1-methyl-ethyl propionate